O[C@@H]1[C@H](N(CC1)C(=O)OCC1=CC=CC=C1)C(=O)OC 1-benzyl 2-methyl (2S,3S)-3-hydroxypyrrolidine-1,2-dicarboxylate